ClC=1C=C(C=CC1)CCC(=O)C=1N(C=CC1)C 3-(3-chlorophenyl)-1-(N-methyl-pyrrol-2-yl)propan-1-one